CC1=NC=C(C=C1NC(=O)C=1N=NN2C1C=CC(=C2)C=2C=NN(C2)C)NC(CN2CCC(CC2)C)=O N-[2-methyl-5-[[2-(4-methyl-1-piperidyl)acetyl]amino]-3-pyridyl]-6-(1-methylpyrazol-4-yl)triazolo[1,5-a]pyridine-3-carboxamide